((1R,5S,6s)-6-((4-(2-aminopropan-2-yl)-6-(4-(trifluoromethyl)piperidin-1-yl)pyridin-2-yl)oxy)-3-azabicyclo[3.1.0]hexan-3-yl)(3-(isoxazol-3-yl)-1-methyl-1H-pyrazol-5-yl)methanone NC(C)(C)C1=CC(=NC(=C1)N1CCC(CC1)C(F)(F)F)OC1[C@@H]2CN(C[C@H]12)C(=O)C1=CC(=NN1C)C1=NOC=C1